C(#N)C=1C=C(C=CC1C#N)C(C(=O)NC1=NC(=NS1)C(F)(F)F)C1CC(CC1)(F)F rac-2-(3,4-Dicyanophenyl)-2-(3,3-difluorocyclopentyl)-N-(3-(trifluoromethyl)-1,2,4-thiadiazol-5-yl)acetamide